N1=CN=CCC1 5,6-dihydropyrimidin